Cl.ClC1=NC(=CC(=C1C#N)C(F)(F)F)C=1C=NN(C1)C1CCNCC1 2-chloro-6-[1-(4-piperidinyl)pyrazol-4-yl]-4-(trifluoromethyl)pyridine-3-carbonitrile hydrochloride